1,4,9-trimethyldibenzothiophene CC1=CC=C(C=2SC3=C(C21)C(=CC=C3)C)C